O[C@@H]1CN(C[C@H]1O)C1=C(C=C2C(C(=CN(C2=N1)C1=C(C=C(C=C1F)F)F)C(=O)N[C@H](C(F)(F)F)CC)=O)F 7-[(3R,4R)-3,4-dihydroxypyrrolidin-1-yl]-6-fluoro-4-oxo-N-[(2S)-1,1,1-trifluorobutan-2-yl]-1-(2,4,6-trifluorophenyl)-1,4-dihydro-1,8-naphthyridine-3-carboxamide